BrC=1C=NN(C1NC(O[C@H](C)C1=CC=C(C=C1)Cl)=O)C |r| (±)-1-(4-chlorophenyl)ethyl (4-bromo-1-methyl-1H-pyrazol-5-yl)carbamate